C1(=CC=C(C=C1)C(CC1=CC=CC=C1)N1C=NC=C1)C1=CC=CC=C1 1-(1-Biphenyl-4-yl-2-phenyl-ethyl)-1H-imidazole